FC1=CC=C(C=C1)NC(=O)C1(CC1)C(=O)NC1=CC=C(OC2=CC=NC3=CC(=C(C=C23)C=2N(C=CC2)C(=O)OC(C)(C)C)OC)C=C1 tert-butyl 2-[4-[4-[[1-[(4-fluorophenyl)carbamoyl] cyclopropanecarbonyl] amino]phenoxy]-7-methoxyquinolin-6-yl]pyrrole-1-carboxylate